O=C(/C=C/C#N)N1CCN(CC1)C1=NC=CN=C1NC1=CC=C(C=C1)C(F)(F)F (E)-4-oxo-4-(4-(3-((4-(trifluoromethyl)phenyl)amino)pyrazin-2-yl)piperazin-1-yl)but-2-enenitrile